benzo[4,5]imidazo[1,2-a]quinoline C1=CC=CC=2C=CC=3N(C12)C1=C(N3)C=CC=C1